ClC=1C=CC(=C(CO[Si](C2=CC=CC=C2)(C2=CC=CC=C2)C2=CC=CC=C2)C1)[N+](=O)[O-] (5-chloro-2-nitrobenzyloxy)triphenylsilane